ClCC(=O)N([C@@H](C)C1=CC=C(C=C1)C(F)(F)F)C1(CN(C1)C1=CC=CC=C1)C(=O)OC (S)-methyl 3-(2-chloro-N-(1-(4-(trifluoromethyl) phenyl) ethyl) acetamido)-1-phenylazetidine-3-carboxylate